FC1(N(C(C2=C(C=CC=C12)NC=1C=C2C=NN(C2=CC1)C)=O)CC(=O)NCC(F)(F)F)F 2-[1,1-difluoro-4-[(1-methylindazol-5-yl)amino]-3-oxo-isoindolin-2-yl]-N-(2,2,2-trifluoroethyl)acetamide